C1(CCCCC1)CC1=C(N=C(S1)C(=O)N)CSC1=C2CN(C(C2=CC=C1)=O)C1C(NC(CC1)=O)=O (cyclohexylmethyl)-4-(((2-(2,6-dioxopiperidin-3-yl)-1-oxoisoindolin-4-yl)thio)methyl)thiazole-2-carboxamide